7-(allyloxy)-3-methyl-2H-chromen-2-one C(C=C)OC1=CC=C2C=C(C(OC2=C1)=O)C